N-(3-fluoro-2-methyl-5-(5-(1-(4-methylpiperazine-1-carbonyl)azetidin-3-yl)-1,2,4-oxadiazol-3-yl)phenyl)imidazo[1,2-a]pyridine-3-carboxamide FC=1C(=C(C=C(C1)C1=NOC(=N1)C1CN(C1)C(=O)N1CCN(CC1)C)NC(=O)C1=CN=C2N1C=CC=C2)C